C(C)C1=C(C=CC=C1)C(/C=C(/C=O)\C)CC=C(C)C (E)-4-(2-ethylphenyl)-2,7-dimethylocta-2,6-dienal